3-({[(1R)-6-[(2-fluorophenyl)(methyl)amino]-1,2,3,4-tetrahydronaphthalen-1-yl]methyl}amino)pyridine-4-carboxylic acid methyl ester COC(=O)C1=C(C=NC=C1)NC[C@@H]1CCCC2=CC(=CC=C12)N(C)C1=C(C=CC=C1)F